N,N-dimethylphenyl-ammonium tetrakis(pentafluorophenyl)borate FC1=C(C(=C(C(=C1[B-](C1=C(C(=C(C(=C1F)F)F)F)F)(C1=C(C(=C(C(=C1F)F)F)F)F)C1=C(C(=C(C(=C1F)F)F)F)F)F)F)F)F.C[NH+](C)C1=CC=CC=C1